3-((4-(piperidin-4-yl)-3-(trifluoromethyl)phenyl)amino)piperidine-2,6-dione N1CCC(CC1)C1=C(C=C(C=C1)NC1C(NC(CC1)=O)=O)C(F)(F)F